NC1=CC(=C(C=C1)N1C(CC(C2=CC(=C(C=C12)C(=O)OCC)F)(C)C)=O)C(F)(F)F ethyl 1-(4-amino-2-(trifluoromethyl)phenyl)-6-fluoro-4,4-dimethyl-2-oxo-1,2,3,4-tetrahydroquinoline-7-carboxylate